N1N=CC2=CC(=CC=C12)NC(=O)C12C(C(=NO1)C=1C=NC=NC1)C1CCC2C1 N-(1H-Indazol-5-yl)-3-(pyrimidin-5-yl)-3a,4,5,6,7,7a-hexahydro-4,7-methanobenzo[d]isoxazole-7a-carboxamide